C(C)(C)(C)OC(=O)N[C@@H](C(C)C)C(=O)NC(CCS(=O)(=O)[O-])([2H])[2H].[Na+] sodium 3-((N-tert-butoxycarbonyl-L-valyl) amino)-3,3-dideutero-1-propanesulfonate